NC=1N=NC(=CC1C#CC1CCC2(CC(C2)N2CCC3(CC2)COC2=CC=4C(N(CC4C=C23)C2C(NC(CC2)=O)=O)=O)CC1)C1=C(C=CC=C1)O 3-(1'-(7-((3-amino-6-(2-hydroxyphenyl)pyridazin-4-yl)ethynyl)spiro[3.5]nonan-2-yl)-7-oxo-5,7-dihydro-2H,6H-spiro[furo[2,3-f]isoindole-3,4'-piperidin]-6-yl)piperidine-2,6-dione